[2'-Methoxymethyl-anilino]methanesulfonic acid COCC1=C(NCS(=O)(=O)O)C=CC=C1